((4R,5S)-5-amino-7-ethyl-6-oxo-1-phenyl-4,5,6,7-tetrahydro-1H-pyrazolo[3,4-b]pyridin-4-yl)benzoic acid N[C@H]1[C@@H](C2=C(N(C1=O)CC)N(N=C2)C2=CC=CC=C2)C2=C(C(=O)O)C=CC=C2